CC1=C(C=CC=C1)C#CCC(=O)C1=CC=CC=C1 2-(2-methylphenylethynyl)acetophenone